I.C(C)N ethylamine hydriodide